N1CC[C@@H](CCC1)C#N (4R)-azepane-4-carbonitrile